4-methyl-5-oxohexahydropyrrolo[3,2-b]pyrrol CN1C(CC2NCCC21)=O